(7S)-3-[(3aS,4S,6aS)-Octahydrocyclopenta[c]pyrrol-4-yl]-2-benzyl-7-methyl-3H,6H,7H,8H,9H-imidazo[4,5-f]chinolin C1NC[C@@H]2[C@@H]1CC[C@@H]2N2C(=NC1=C3CC[C@@H](NC3=CC=C12)C)CC1=CC=CC=C1